[C@H](C)(CC)NC=1N=CC2=C(N1)NC=C2C=2C=C(C=1N(C2)C=CN1)F (S)-N-(sec-Butyl)-5-(8-fluoroimidazo[1,2-a]pyridin-6-yl)-7H-pyrrolo[2,3-d]pyrimidin-2-amine